3-methoxy-9-(trifluoromethyl)benzo[3,4]cyclobuta[1,2-c]quinoline COC1=CC=C2C3=C(C=NC2=C1)C1=C3C=C(C=C1)C(F)(F)F